(R)-1-(1-((3R,4R)-4-fluoro-1-(4,4,4-trifluorobutyl)pyrrolidin-3-yl)-1,6-dihydroimidazo[4,5-d]pyrrolo[2,3-b]pyridin-2-yl)ethan F[C@H]1[C@@H](CN(C1)CCCC(F)(F)F)N1C(=NC=2C1=C1C(=NC2)NC=C1)CC